4-(4-(2-(piperidin-4-yloxy)ethyl)piperidin-1-yl)aniline N1CCC(CC1)OCCC1CCN(CC1)C1=CC=C(N)C=C1